6-chloro-1-(cyclobutylmethyl)-2-(4,6-dimethyl-1,3,5-triazin-2-yl)-2,3,4,9-tetrahydro-1H-pyrido[3,4-b]indole ClC=1C=C2C3=C(NC2=CC1)C(N(CC3)C3=NC(=NC(=N3)C)C)CC3CCC3